C(=O)N1CCCC1 N-formylpyrrolidin